Br.N1CCC2=CC(=CC=C12)[C@H](C)NC(C1=CC=C(C=C1)Cl)=O (S)-N-(1-(2,3-dihydro-1H-indol-5-yl)ethyl)-4-chlorobenzamide hydrobromide